[N+](=O)([O-])OCCCCCC(=O)O 6-(Nitrooxy)hexanoic acid